The molecule is a diterpene that is the enantiomer of atisane which has undergone formal dehydrogenation to indroduce an exocyclic double bond at position 16. It has a role as a plant metabolite. It is a diterpene, a polycyclic hydrocarbon and an olefinic compound. C[C@@]12CCCC([C@H]1CC[C@]34[C@H]2C[C@H](CC3)C(=C)C4)(C)C